ClC=1C=C(OCC2(CC2)O)C=CC1C=1N(C2=NC=NC(=C2N1)OC1(CC1)C)CC1=NC=CC(=C1)C 1-((3-chloro-4-(6-(1-methylcyclopropoxy)-9-((4-methylpyridin-2-yl)methyl)-9H-purin-8-yl)phenoxy)methyl)cyclopropan-1-ol